ClC1=C(C=CC=C1F)[C@@H]1[C@@H](COC(C1)(C)C)C(=O)N1CC(C2(CN(C2)C(C=C)=O)CC1)(F)F 1-(7-((3S,4S)-4-(2-chloro-3-fluorophenyl)-6,6-dimethyltetrahydro-2H-pyran-3-carbonyl)-5,5-difluoro-2,7-diazaspiro[3.5]nonan-2-yl)prop-2-en-1-one